ClC=1C(=NNC1C)CN1C(C2=CC=C(C=C2C=N1)S(=O)(=O)C=1C=NN(C1)C(F)F)=O 2-((4-chloro-5-methyl-1H-pyrazol-3-yl)methyl)-6-((1-(difluoromethyl)-1H-pyrazol-4-yl)sulfonyl)phthalazin-1(2H)-one